S(C)(=O)(=O)O.OC\C(=C/C(C)NC1=C2NC=NC2=NC=N1)\C 6-(Z)-(4-hydroxy-1,3-dimethylbut-2-en-1-ylamino)purine mesylate